(4,4-difluoropiperidin-1-yl)(6-(5-methoxy-2H-indazol-2-yl)pyridin-3-yl)methanone FC1(CCN(CC1)C(=O)C=1C=NC(=CC1)N1N=C2C=CC(=CC2=C1)OC)F